C1(CC1)COC=1C=C(C=NC1)C(=O)N 5-(cyclopropylmethoxy)pyridine-3-carboxamide